6-((1-(3,3-dimethyl-2-oxobutanoyl)piperidin-4-yl)amino)pyrimidine-4-carboxamide CC(C(C(=O)N1CCC(CC1)NC1=CC(=NC=N1)C(=O)N)=O)(C)C